bis(naphthalen-1-yl)-N,N'-bis(phenyl)-2,7-diamino-9,9-spirobifluorene C1(=CC=CC2=CC=CC=C12)C=1C(=C(C=2C3(C4=CC(=CC=C4C2C1)NC1=CC=CC=C1)C1=CC=CC=C1C=1C=CC=CC13)C1=CC=CC3=CC=CC=C13)NC1=CC=CC=C1